CC1=C(C(=O)NC2(CC2)C2=CC=CC3=CC=CC=C23)C=C(C=C1)OCC1NCCOC1 2-methyl-5-(morpholin-3-ylmethoxy)-N-(1-(naphthalen-1-yl)cyclopropyl)benzamide